1-[4-[3-fluoro-6-(1-methylpyrazol-4-yl)pyrazolo[1,5-a]pyrazin-4-yl]-1-piperidyl]prop-2-en-1-one FC=1C=NN2C1C(=NC(=C2)C=2C=NN(C2)C)C2CCN(CC2)C(C=C)=O